4-bromo-2-((2-fluoro-4-(trifluoromethyl)benzyl)oxy)pyrimidine BrC1=NC(=NC=C1)OCC1=C(C=C(C=C1)C(F)(F)F)F